ClC1=CC(=C2C(=N1)C1(OCC2)COCC1)OCCCOCCOC 2'-Chloro-4'-(3-(2-Methoxyethoxy)Propoxy)-4,5,5',6'-Tetrahydro-2H-Spiro[Furan-3,8'-Pyrano[3,4-b]Pyridine]